(±)-2-(3-chlorophenyl)-3,3,5,5-tetramethyl-2-oxo-[1,4,2]-oxazaphosphinane ClC=1C=C(C=CC1)[P@]1(OCC(NC1(C)C)(C)C)=O |r|